1,1-Dimethylethyl-phosphonic acid CC(C)(C)P(O)(O)=O